N-((2-(6-(5,8-dioxa-2-azaspiro[3.5]nonan-2-yl)pyridin-2-yl)-1,6-naphthyridin-7-yl)methyl)-3-fluoro-5-(methylsulfonyl)benzamide C1N(CC12OCCOC2)C2=CC=CC(=N2)C2=NC1=CC(=NC=C1C=C2)CNC(C2=CC(=CC(=C2)S(=O)(=O)C)F)=O